OC1=CC=C(C=C1)C1=CC(=CC=C1)C(=O)N1CCC(CC1)C (4'-hydroxy-[1,1'-biphenyl]-3-yl)(4-methylpiperidin-1-yl)methanone